5-[1-(4-methyl-1H-pyrazol-3-yl)-3-(trifluoromethyl)pyrazol-4-yl]imidazole-2-carboxamide CC=1C(=NNC1)N1N=C(C(=C1)C1=CN=C(N1)C(=O)N)C(F)(F)F